(1-methyl-6-((5-(3-(4-(trifluoromethyl)phenyl)-1,2,4-oxadiazol-5-yl)pyrazin-2-yl)oxy)-1H-indol-2-yl)(4-(3-(trifluoromethyl)benzyl)piperazin-1-yl)methanone CN1C(=CC2=CC=C(C=C12)OC1=NC=C(N=C1)C1=NC(=NO1)C1=CC=C(C=C1)C(F)(F)F)C(=O)N1CCN(CC1)CC1=CC(=CC=C1)C(F)(F)F